2-dicyclohexylphosphino-2,4,6-tri-i-propyl-1,1'-biphenyl C1(CCCCC1)P(C1(C(=C(C=C(C1)C(C)C)C(C)C)C1=CC=CC=C1)C(C)C)C1CCCCC1